6-(dibenzylamino)-1-methyl-2-thiaspiro[3.3]heptane 2,2-dioxide C(C1=CC=CC=C1)N(C1CC2(CS(C2C)(=O)=O)C1)CC1=CC=CC=C1